5-chloro-2-[[4-(4-pyridinyl) piperazin-1-yl] methyl]-1H-indoleformate ClC=1C=C2CC(NC2=CC1)(C(=O)[O-])CN1CCN(CC1)C1=CC=NC=C1